C[C@@H]1C[C@H](C=C2[C@@]1(C[C@@H](CC2)C(=C)C)C)O The molecule is a 6-isopropenyl-4,4a-dimethyl-2,3,4,4a,5,6,7,8-octahydronaphthalen-2-ol that is (-)-4-epi-eremophilene in which the 2-pro-R hydrogen has been replaced by a hydroxy group. It derives from a (-)-4-epi-eremophilene.